Ammonium 2-imino-5-methoxy-6-(methoxycarbonyl)benzo[d]thiazole N=C1SC2=C(N1)C=C(C(=C2)C(=O)OC)OC.[NH4+]